P(F)(F)OC(COCCC=C)COCC#C 1-(3-buten-1-yloxy)-3-(propargyloxy)-2-propanol difluorophosphite